N-(2-(3-(1-acetylpiperidin-4-yl)-5'-fluoro-2'-methyl-1H,2'H-[4,6'-biindazol]-1-yl)acetyl)-N-cyclopropylglycylglycine C(C)(=O)N1CCC(CC1)C1=NN(C=2C=CC=C(C12)C=1C(=CC2=CN(N=C2C1)C)F)CC(=O)N(CC(=O)NCC(=O)O)C1CC1